ClC1=CC=C(C=C1)C=1C=C(C(=O)O)C=CN1 2-(4-chlorophenyl)isonicotinic acid